2-(2-Methoxyquinolin-8-yl)ethan-1-amine COC1=NC2=C(C=CC=C2C=C1)CCN